1-[5-[1-[[6-[[(3-fluoro-1-bicyclo[1.1.1]pentyl)methylamino]methyl]imidazo[1,2-a]pyridin-2-yl]methyl]triazol-4-yl]-3-pyridyl]pyrrolidine-3-ol FC12CC(C1)(C2)CNCC=2C=CC=1N(C2)C=C(N1)CN1N=NC(=C1)C=1C=C(C=NC1)N1CC(CC1)O